tertbutyl 2,3,3a,4,5,6,7,7a-octahydropyrrolo[3,2-c]pyridine-1-carboxylate N1(CCC2CNCCC21)C(=O)OC(C)(C)C